tert-butyl-4-(3-bromophenoxy)piperidine-1-carboxylate C(C)(C)(C)OC(=O)N1CCC(CC1)OC1=CC(=CC=C1)Br